5-adamant-1-yl-N-[2-(3,4-dihydroxyphenyl)-ethyl]-2,4-dihydroxy-benzoic acid amide C12(CC3CC(CC(C1)C3)C2)C=2C(=CC(=C(C(=O)NCCC3=CC(=C(C=C3)O)O)C2)O)O